Imidazole-2-sulfonamide N1C(=NC=C1)S(=O)(=O)N